spiro[2.2]pentan-1-ylmethylamine C1(CC12CC2)CN